(1S,3aR,6aS)-N-((S)-4-(benzyloxy)-3-oxo-1-((S)-2-oxopiperidin-3-yl)butan-2-yl)-2-(4-methoxy-1H-indole-2-carbonyl)octahydrocyclopenta[c]pyrrole-1-carboxamide C(C1=CC=CC=C1)OCC([C@H](C[C@H]1C(NCCC1)=O)NC(=O)[C@H]1N(C[C@H]2[C@@H]1CCC2)C(=O)C=2NC1=CC=CC(=C1C2)OC)=O